(4-((2-methoxyethyl)amino)isoindolin-2-yl)methanone COCCNC1=C2CN(CC2=CC=C1)C=O